C(C)OC(=O)N1C[C@]([C@@H](C1)N)(C)CO cis-4-amino-3-(hydroxymethyl)-3-methylpyrrolidine-1-carboxylic acid ethyl ester